C(C)OC(C1=C(C(=C(C=C1C)O)Br)O)=O.C(#N)N1C[C@H](CC1)C(=O)NC=1SC(=CN1)C1=CC(=CC=C1)C#C (S)-1-cyano-N-(5-(3-ethynylphenyl)thiazol-2-yl)pyrrolidine-3-carboxamide ethyl-3-bromo-2,4-dihydroxy-6-methylbenzoate